(R)-3-(3-(3-(1-methoxypropan-2-yl)-2,4-dioxo-1-(2-(piperidin-1-yl)ethyl)-1,2,3,4-tetrahydroquinazolin-6-yl)ureido)-N,N-dimethylbenzamide COC[C@@H](C)N1C(N(C2=CC=C(C=C2C1=O)NC(NC=1C=C(C(=O)N(C)C)C=CC1)=O)CCN1CCCCC1)=O